peroxyacetone CC1(OOC(OOC(OO1)(C)C)(C)C)C